BrC=1C=C(C(=C(C=NC(C(=O)O)C(C)C)C1)OC(C(C)C)=O)OC(C1=CC(=CC=C1)C)=O 2-(5-bromo-2-(isobutyryloxy)-3-(3-meth-ylbenzoyloxy)benzylideneamino)-3-methyl-butanoic acid